[Ni].C1(=CC=CC=C1)P(C1=CC=CC=C1)C1=CC=CC=C1.C1(=CC=CC=C1)P(C1=CC=CC=C1)C1=CC=CC=C1.C1(=CC=CC=C1)P(C1=CC=CC=C1)C1=CC=CC=C1.C1(=CC=CC=C1)P(C1=CC=CC=C1)C1=CC=CC=C1.[Ni] nickel tetra(triphenylphosphine) nickel